ClC=1C(=NC(=NC1)NC1=C(C=C(C(=C1)C=1C=NN(C1)C)N1CCC(CC1)N1CCN(CC1)C)OC)NC=1C(=C2N=CC=NC2=CC1)NS(=O)(=O)C N-(6-((5-chloro-2-((2-methoxy-5-(1-methyl-1H-pyrazol-4-yl)-4-(4-(4-methylpiperazin-1-yl)piperidin-1-yl)phenyl)amino)pyrimidin-4-yl)amino)quinoxalin-5-yl)methanesulfonamide